OC1=CC=C(C=C1)C(CC)(CC)C1=CC=C(OC2CC(C2)NC(OC(C)(C)C)=O)C=C1 tert-butyl ((1s,3s)-3-(4-(3-(4-hydroxylphenyl)pentan-3-yl)phenoxy) cyclobutyl)carbamate